CC=1OC=C(N1)CCC(=O)O 3-(2-Methyloxazol-4-yl)propanoic acid